2-(benzyloxy)-1,3-dibromobenzene C(C1=CC=CC=C1)OC1=C(C=CC=C1Br)Br